C([C@@H]1[C@@H]([C@@H]([C@H](C(O1)OC[C@@H]2[C@H]([C@@H]([C@H](C(O2)O[C@]3([C@H]([C@@H]([C@H](O3)CO)O)O)CO)O)O)O)O)O)O)O D(+)-raffinose